FC1=C(C(=CC=C1)F)C(C)=O 1-(2,6-difluorophenyl)ethanone